BrC1=CC=CC=2C=3N(C(=NC12)N[C@@H](C(=O)N1C[C@H](N(CC1)C)C)C)N=C(N3)C3=CC=C(C=C3)OC (2R)-2-{[7-bromo-2-(4-methoxyphenyl)[1,2,4]triazolo[1,5-c]quinazolin-5-yl]amino}-1-[(3R)-3,4-dimethylpiperazin-1-yl]propan-1-one